(1R,2R)-N-(3-(3,5-dimethylisoxazol-4-yl)-4-(2-(pyrrolidin-1-yl)ethoxy)phenyl)-2-fluorocyclopropane-1-carboxamide CC1=NOC(=C1C=1C=C(C=CC1OCCN1CCCC1)NC(=O)[C@@H]1[C@@H](C1)F)C